N1=CC=C(C=C1)C1=NC2=CC=C(C=C2C=C1)O 2-(4-pyridyl)quinolin-6-ol